cis-2-(((cis-3-benzylcyclobutyl)oxy)methyl)-N-ethyl-3-((methylsulfonyl)amino)piperidine-1-carboxamide C(C1=CC=CC=C1)[C@H]1C[C@H](C1)OC[C@@H]1N(CCC[C@@H]1NS(=O)(=O)C)C(=O)NCC